(tert-butyl 4-(6-((4-methoxy-2-methylphenyl) amino)-3-methyl-2-oxo-2,3-dihydro-1H-imidazo[4,5-c]pyridin-1-yl) cyclohexyl) carbamate C(N)(OC1(CCC(CC1)N1C(N(C=2C=NC(=CC21)NC2=C(C=C(C=C2)OC)C)C)=O)C(C)(C)C)=O